4-((4-(2,6-dimethyl-4-((pyridin-3-yloxy)methyl)phenoxy)pyrimidin-2-yl)amino)benzonitrile CC1=C(OC2=NC(=NC=C2)NC2=CC=C(C#N)C=C2)C(=CC(=C1)COC=1C=NC=CC1)C